N-(4,4-difluorocyclohexyl)-2-(3,5-dimethyl-1H-pyrazol-1-yl)-6-morpholinopyridin-4-amine FC1(CCC(CC1)NC1=CC(=NC(=C1)N1CCOCC1)N1N=C(C=C1C)C)F